2-(4-chloro-3-(trifluoromethyl)phenyl)-7-nitroquinazoline ClC1=C(C=C(C=C1)C1=NC2=CC(=CC=C2C=N1)[N+](=O)[O-])C(F)(F)F